5-methoxy-α,α,β,β-tetradeutero-N,N-bis(trideuteromethyl)tryptamine COC1=CC=C2NC=C(C(C(N(C([2H])([2H])[2H])C([2H])([2H])[2H])([2H])[2H])([2H])[2H])C2=C1